rac-(3aR,6aS)-2,3,3a,4,6,6a-hexahydro-1H-pyrrolo[3,4-c]pyrrole C1NCC2C1CNC2